ClC1=C(C(=CC(=C1)C1=C(N=C2N1CCN(C2)C(C=C)=O)C2=C(C=CC=C2)C(C)C)F)C2=C(C(=CC=C2F)Cl)O (3-(2,3'-dichloro-6,6'-difluoro-2'-hydroxy-[1,1'-biphenyl]-4-yl)-2-(2-isopropylphenyl)-5,6-dihydroimidazo[1,2-a]pyrazin-7(8H)-yl)prop-2-en-1-one